6',8'-difluoro-N-(4-fluoro-3-(hydroxymethyl)benzyl)-4'-oxo-3',4'-dihydro-1'h-spiro[piperidine-4,2'-quinoline]-1-carboxamide FC=1C=C2C(CC3(NC2=C(C1)F)CCN(CC3)C(=O)NCC3=CC(=C(C=C3)F)CO)=O